5-(8-(3-acrylamidophenyl)quinazolin-6-yl)-N-(3-fluorophenyl)pyridinecarboxamide C(C=C)(=O)NC=1C=C(C=CC1)C=1C=C(C=C2C=NC=NC12)C=1C=CC(=NC1)C(=O)NC1=CC(=CC=C1)F